C(C1=CC=CC=C1)OCC(CN(C)C(=O)OC(C)(C)C)OC1=NC(=NC(=C1)C1=C(C=CC=C1C)C)NS(=O)(=O)C=1C=C(C(=O)O)C=CC1 3-[[4-[1-(benzyloxymethyl)-2-[tert-butoxycarbonyl(methyl)amino]ethoxy]-6-(2,6-dimethylphenyl)pyrimidin-2-yl]sulfamoyl]benzoic acid